1-(6-chloro-3-methylthieno[2,3-b]pyridin-2-yl)-3,3-difluorocyclobutyl acetate C(C)(=O)OC1(CC(C1)(F)F)C1=C(C=2C(=NC(=CC2)Cl)S1)C